6-bromo-4-nitro-3H-1,3-benzodiazepine-2-amine BrC1=CC=CC2=C1C=C(NC(=N2)N)[N+](=O)[O-]